tert-butyl N-{3-[2-(2-nitrobenzenesulfonamido)ethyl]cyclobutyl}carbamate [N+](=O)([O-])C1=C(C=CC=C1)S(=O)(=O)NCCC1CC(C1)NC(OC(C)(C)C)=O